2-fluoro-N-(3-oxo-2-(3-(4-(trifluoromethyl)phenyl)-1H-pyrazolo[3,4-b]pyridin-1-yl)propyl)acrylamide FC(C(=O)NCC(C=O)N1N=C(C=2C1=NC=CC2)C2=CC=C(C=C2)C(F)(F)F)=C